2,4,5-trifluoro-3-nitrophenol FC1=C(C=C(C(=C1[N+](=O)[O-])F)F)O